(1-((4-(dimethylamino)phenyl)sulfonyl)pyrrolidin-3-yl)(4-(7-fluoroquinolin-4-yl)piperazin-1-yl)methanone CN(C1=CC=C(C=C1)S(=O)(=O)N1CC(CC1)C(=O)N1CCN(CC1)C1=CC=NC2=CC(=CC=C12)F)C